3-((((9H-fluoren-9-yl)methoxy)carbonyl)(3-morpholinopropyl)amino)propanoic acid C1=CC=CC=2C3=CC=CC=C3C(C12)COC(=O)N(CCC(=O)O)CCCN1CCOCC1